NC=1C=C(C=C(C1)C(F)(F)F)[C@@H](C)NC=1N=C(N=C2C3=C(C(=CC12)N1CCOCC1)OCO3)C (R)-N-(1-(3-amino-5-(trifluoromethyl)phenyl)ethyl)-8-methyl-4-morpholino-[1,3]dioxolo[4,5-h]quinazolin-6-amine